1,3-dibenzoyloxypropane C(C1=CC=CC=C1)(=O)OCCCOC(C1=CC=CC=C1)=O